(R)-1,3-dimethyl-N-(5-(5-methyl-1,2,4-oxadiazol-3-yl)-2,3-dihydro-1H-inden-1-yl)-1H-pyrazole-4-carboxamide CN1N=C(C(=C1)C(=O)N[C@@H]1CCC2=CC(=CC=C12)C1=NOC(=N1)C)C